2-(1-adamantyloxy)isoindoline-1,3-dione Hexyl-Isostearate C(CCCCC)OC(CCCCCCCCCCCCCCC(C)C)=O.C12(CC3CC(CC(C1)C3)C2)ON2C(C3=CC=CC=C3C2=O)=O